C(C)(=O)NCCCC1=NN(C=2C=CC=C(C12)C1=C(C=C2C=NN(C2=C1)C)F)CC(=O)NCC(=O)NCC(=O)O 2-(2-{2-[3-(3-acetamidopropyl)-5'-fluoro-1'-methyl-1H,1'H-[4,6'-biindazol]-1-yl]acetamido}acetamido)acetic acid